[3-(2-ethyl) phenyliminopropyl] acetate C(C)(=O)OCCC=NC1=CC(=CC=C1)CC